CC(C(=O)O[C@H]1[C@@H](OC([C@H](COC([C@@H]1CC1=CC=CC=C1)=O)NC(=O)C1=NC=CC(=C1OC(=O)OCC(C)C)OC)=O)C)C (3S,6S,7R,8R)-3-[[[4-methoxy-3-[[(2-methylpropoxy)carbonyl]oxy]-2-pyridinyl]carbonyl]amino]6-methyl-4,9-dioxo-8-(phenylmethyl)-1,5-dioxonan-7-yl 2-methylpropanoate